1-(4-((6-((5-fluoro-4-(3-isopropyl-2-methyl-2H-indazol-5-yl)pyrimidin-2-yl)amino)pyridin-3-yl)methyl)piperazin-1-yl)ethan-1-one FC=1C(=NC(=NC1)NC1=CC=C(C=N1)CN1CCN(CC1)C(C)=O)C1=CC2=C(N(N=C2C=C1)C)C(C)C